2-((S)-1-((S)-1-methylpyrrolidin-2-yl)ethoxy)pyrimidin-4-yl trifluoromethanesulfonate FC(S(=O)(=O)OC1=NC(=NC=C1)O[C@@H](C)[C@H]1N(CCC1)C)(F)F